N1C(=NC2=C1C=CC=C2)CNC2=NC(=NN1C2=NC=C1C(F)(F)F)N1C[C@H](N[C@H](C1)C)C |o1:26,28| N-(1H-benzimidazol-2-ylmethyl)-2-[rel-(3R,5S)-3,5-dimethylpiperazin-1-yl]-7-(trifluoromethyl)imidazo[2,1-f][1,2,4]triazin-4-amine